C(CCCCC)OC1=CC=C(N)C=C1 4-(hexyloxy)aniline